disodium (E)-4,4'-(diazene-1,2-diyl)bis(2-carboxyphenolate) N(=N\C1=CC(=C(C=C1)[O-])C(=O)O)/C1=CC(=C(C=C1)[O-])C(=O)O.[Na+].[Na+]